ClC1=C(C=CC=C1)NC(=O)NC1=C(C=C(C(=C1)C1=CC2=C(N=C(N=C2)NCC)N2C1=NCC2)C)F 1-(2-chlorophenyl)-3-(5-(2-(ethylamino)-8,9-dihydroimidazo[1',2':1,6]pyrido[2,3-d]pyrimidin-6-yl)-2-fluoro-4-methylphenyl)urea